FC(C(=O)O)(C(C(C(C(F)(F)F)(F)F)(F)F)(F)F)F perfluorohexanoic acid